C(CCCCC)N(N)N1SC2=C(C1)C=CC=C2 2-(1-hexylhydrazino)benzothiazoleN